CC1(CCC(CC1)OC1=CC=C(C=N1)S(=O)(=O)N1[C@H]([C@@H]2CC[C@H](C1)N2C(=O)OCCOC)C(NO)=O)C 2-methoxyethyl (1S,2R,5R)-3-((6-((4,4-dimethylcyclohexyl)oxy)pyridin-3-yl)sulfonyl)-2-(hydroxycarbamoyl)-3,8-diazabicyclo[3.2.1]octane-8-carboxylate